1-(5-(Difluoromethyl)-1-((trimethylsilyl)methyl)pyrrolidin-2-yl)methanamine FC(C1CCC(N1C[Si](C)(C)C)CN)F